docosyl 6,6'-((3-((6-(dodecyloxy)-6-carbonylhexyl)(4-hydroxybutyl)amino)propyl)azanediyl)dihexanoate C(CCCCCCCCCCC)OC(CCCCCN(CCCN(CCCCCC(=O)[O-])CCCCCC(=O)OCCCCCCCCCCCCCCCCCCCCCC)CCCCO)=C=O